4-[(3aS,6aS)-2-[4-(trifluoromethoxy)phenyl]-1,3,3a,4,6,6a-hexahydropyrrolo[3,4-c]pyrrol-5-yl]-6-chloro-1-methyl-2-oxo-1,5-naphthyridine-3-carbonitrile FC(OC1=CC=C(C=C1)N1C[C@H]2CN(C[C@@H]2C1)C1=C(C(N(C2=CC=C(N=C12)Cl)C)=O)C#N)(F)F